(4,4-difluoropiperidin-1-yl)(1a,2,3,7b-tetrahydro-1H-cyclopropa[c][1,8]naphthyridin-6-yl)methanone FC1(CCN(CC1)C(=O)C1=CC=2C3C(CNC2N=C1)C3)F